C(C)(C)NC1=CC=C(C=C1)NC(C)C N,N'-Di-isopropyl-p-phenylenediamine